creatinine-d5 [2H]C1(C(=O)N=C(N1C([2H])([2H])[2H])N)[2H]